N-(4-(N-tert-butylsulfamoyl)phenyl)-6-(4-fluorobenzoyl)-5,6,7,8-tetrahydro-1,6-naphthyridine-7-carboxamide C(C)(C)(C)NS(=O)(=O)C1=CC=C(C=C1)NC(=O)C1N(CC=2C=CC=NC2C1)C(C1=CC=C(C=C1)F)=O